(1S,2R)-2-((S)-5-Chloro-8-((5-(difluoromethyl)-1-methyl-1H-1,2,3-triazol-4-yl)methoxy)-1-((2-oxopyrrolidin-1-yl)methyl)-1,2,3,4-tetrahydroisochinolin-2-carbonyl)-1-ethylcyclopentan ClC1=C2CCN([C@@H](C2=C(C=C1)OCC=1N=NN(C1C(F)F)C)CN1C(CCC1)=O)C(=O)[C@H]1[C@H](CCC1)CC